titanium tetra(methanol) CO.CO.CO.CO.[Ti]